(1-(3-(dimethylamino)propyl)-4,5-diphenyl-1H-imidazol-2-yl)pyridin-4-ol CN(CCCN1C(=NC(=C1C1=CC=CC=C1)C1=CC=CC=C1)C1=NC=CC(=C1)O)C